8-Cyclopentyl-N-(3-fluoro-5-(1-(4-(methylsulfonyl)phenyl)-1H-pyrazol-4-yl)benzyl)-7H-purine-6-carboxamide C1(CCCC1)C1=NC2=NC=NC(=C2N1)C(=O)NCC1=CC(=CC(=C1)C=1C=NN(C1)C1=CC=C(C=C1)S(=O)(=O)C)F